(1'S,2'S)-5'-methyl-2'-(prop-1-en-2-yl)-4-((E)-styryl)-1',2',3',4'-tetrahydro-[1,1'-biphenyl]-2,6-diol CC=1CC[C@@H]([C@H](C1)C=1C(=CC(=CC1O)\C=C\C1=CC=CC=C1)O)C(=C)C